C(C1=CC=CC=C1)N1N=NC=C1C1=CC=C(C=C1)C1=CC(N(C=C1)CCC(C(=O)NOC1OCCCC1)(S(=O)(=O)C)C)=O 4-(4-(4-(1-benzyl-1H-1,2,3-triazol-5-yl)phenyl)-2-oxopyridin-1(2H)-yl)-2-methyl-2-(methylsulfonyl)-N-((tetrahydro-2H-pyran-2-yl)oxy)butanamide